OCC=CC1=C2CNC(C2=CC=C1)=O 4-(3-hydroxyprop-1-en-1-yl)isoindolin-1-one